BrC1=C(C=CC(=C1)Br)CS(=O)(=O)NC1=CC=C(C=C1)NC(=O)NCC1=CC=NC=C1 1-(2,4-dibromophenyl)-N-(4-(3-(pyridin-4-ylmethyl)ureido)phenyl)methanesulfonamide